2,6-dipropoxybenzene-1-sulfonamide C(CC)OC1=C(C(=CC=C1)OCCC)S(=O)(=O)N